[(3R,5S,8R,9S,10S,13S,14S,17S)-17-acetyl-3,10,13-trimethyl-1,2,4,5,6,7,8,9,11,12,14,15,16,17-tetradecahydrocyclopenta[a]phenanthren-3-yl] hexanoate C(CCCCC)(=O)O[C@@]1(CC[C@@]2([C@H]3CC[C@@]4([C@H](CC[C@H]4[C@@H]3CC[C@H]2C1)C(C)=O)C)C)C